C(C(=C)C)(=O)OC[Si](Cl)(C)C (methacryloxymethyl)dimethylchlorosilane